CC1=NOC(=C1C=1C=C(C(=CC1)NC1CCN(CC1)S(=O)(=O)C)N)C 4-(3,5-dimethylisoxazol-4-yl)-N1-(1-(methylsulfonyl)piperidin-4-yl)benzene-1,2-diamine